(4-aminocyclohexyl)methyl 6-[5-(6-methyl-2-pyridyl)-1H-imidazol-4-yl]quinoline-3-carboxylate CC1=CC=CC(=N1)C1=C(N=CN1)C=1C=C2C=C(C=NC2=CC1)C(=O)OCC1CCC(CC1)N